NC(CCN1C(=CC(=C1)NC(C1=CC(=CC(=C1)C(F)(F)F)F)=O)C(=O)OCC)=O ethyl 1-(3-amino-3-oxopropyl)-4-(3-fluoro-5-(trifluoromethyl)benzamido)-1H-pyrrole-2-carboxylate